C(C)(C)(C)OC(NC1CC(C=2C(=C3N(C2C1)N=CN=C3N)C=3C=NC1=CC=CC=C1C3)C)=O (4-amino-6-methyl-5-(quinoline-3-yl)-6,7,8,9-tetrahydro-[1,2,4]Triazino[1,6-a]Indol-8-yl)carbamic acid tert-butyl ester